Cl.[C@@H]12CNC[C@H]2C1NC1=NC2=CC=CC=C2C=C1Cl N-[(1R,5S)-3-azabicyclo[3.1.0]hexan-6-yl]-3-chloro-quinolin-2-amine hydrochloride